C(C(C)(C)C)(=O)OCN1C(N(C=C(C1=O)C)[C@@H]1O[C@@H]([C@H]([C@H]1OCCOC)O)COC(C1=CC=CC=C1)(C1=CC=C(C=C1)OC)C1=CC=C(C=C1)OC)=O (3-((2R,3R,4R,5R)-5-((bis(4-methoxyphenyl)(phenyl)methoxy)methyl)-4-hydroxy-3-(2-methoxyethoxy)tetrahydrofuran-2-yl)-5-methyl-2,6-dioxo-3,6-dihydropyrimidin-1(2H)-yl)methyl pivalate